3-bromo-2-(pyrrolidin-2-yl)pyridine BrC=1C(=NC=CC1)C1NCCC1